1-pentyl-3-methylpyrrolidinium cyanide [C-]#N.C(CCCC)[NH+]1CC(CC1)C